trifluoromethylbutanol FC(F)(F)C(CCC)O